CNC1=C(C(C1=O)=O)NCCCN(CCCCCCCC(=O)OCCC(CCC)CCC)CCCCCCCC(=O)OCCC(CCC)CCC Bis(3-propylhexyl) 8,8'-((3-((2-(methylamino)-3,4-dioxocyclobut-1-en-1-yl)amino)propyl)azanediyl)dioctanoate